CC1=C(C(=CC=C1)C)C1=NC(=NC(=C1)OC[C@@H](CCC(C)(C)O)NC1CC2(CC2)C1)NS(=O)(=O)C=1C=C(C(=O)O)C=CC1 3-[[4-(2,6-Dimethylphenyl)-6-[(2R)-5-hydroxy-5-methyl-2-(spiro[2.3]hexan-5-ylamino)hexoxy]pyrimidin-2-yl]sulfamoyl]benzoic acid